CN(COC(=O)N1C2=CC=C(C=C2C=2C=C(C=CC12)OC)OC)COC(=O)N1C2=CC=C(C=C2C=2C=C(C=CC12)OC)OC N-methyl-bis[(3,6-dimethoxy-9-carbazolylcarbonyloxy)methyl]amine